C(C=C)(=O)N1C[C@@H](C[C@@H]1COC)NC=1N=C2C(=NC1)NC=C2C(=O)NCC 2-{[(3R,5R)-1-acryloyl-5-(methoxymethyl)pyrrolidin-3-yl]amino}-N-ethyl-5H-pyrrolo[2,3-b]pyrazine-7-carboxamide